tertbutyl (5-aminopentyl)carbamate NCCCCCNC(OC(C)(C)C)=O